BrC=1C=C(C(=O)C2=C(N(C=3C(NC=CC32)=O)C)CC)C=C(C1O)Br 3-(3,5-dibromo-4-hydroxybenzoyl)-2-ethyl-1-methyl-1,6-dihydro-7H-pyrrolo[2,3-c]pyridin-7-one